FC(C1=NN=C(S1)N1C=NC2=C1C=C(C=C2N2C[C@@H](N[C@H](C2)C)C)S(=O)(=O)NC2(COC2)C)F 1-(5-(difluoromethyl)-1,3,4-thiadiazol-2-yl)-4-((3S,5S)-3,5-dimethylpiperazin-1-yl)-N-(3-methyloxetan-3-yl)-1H-benzo[d]imidazole-6-sulfonamide